COC1=CC=C(C=C1)C=1C(N=CNC1C1=CC=CC=C1)S(=O)(=O)CC1=CC=CC=C1 5-(4-methoxyphenyl)-6-phenyl-4-toluenesulfonyl-1,4-dihydropyrimidine